3-(4-benzyl-5-cyano-6-oxo-1,6-dihydro-pyrimidin-2-ylsulfanylmethyl)-benzoic acid C(C1=CC=CC=C1)C=1N=C(NC(C1C#N)=O)SCC=1C=C(C(=O)O)C=CC1